3-chloro-6-(1-methyl-1H-pyrazol-4-yl)pyrazolo[1,5-a]pyrimidine ClC=1C=NN2C1N=CC(=C2)C=2C=NN(C2)C